C(C)(C)C1=C(NC2=CC=C(C=C12)C(C(=O)NC1CN2CCC1CC2)(C)C)C2=CC(=NC=C2)C 2-(3-isopropyl-2-(2-methylpyridin-4-yl)-1H-indol-5-yl)-2-methyl-N-(quinuclidin-3-yl)propanamide